COC1=C(C=CC=C1)C=1NSC2=C(C1)C=CC=C2 (2-methoxyphenyl)-1,2-benzothiazine